(2-fluoro-3-{6-oxo-4-[5-(trifluoromethyl)pyridin-2-yl]-1,6-dihydropyrimidin-2-yl}-4-(trifluoromethyl)benzyl)benzamide FC1=C(CC2=C(C(=O)N)C=CC=C2)C=CC(=C1C=1NC(C=C(N1)C1=NC=C(C=C1)C(F)(F)F)=O)C(F)(F)F